(4-nitrophenyl)(phenyl)iodonium trifluoromethanesulfonate FC(S(=O)(=O)[O-])(F)F.[N+](=O)([O-])C1=CC=C(C=C1)[I+]C1=CC=CC=C1